2-[(3R)-3-{[6-(4-hydroxy-1-benzothiophen-5-yl)-4,5-dimethylpyridazin-3-yl]amino}piperidin-1-yl]-1-(4-hydroxypiperidin-1-yl)ethanone OC1=C(C=CC2=C1C=CS2)C2=C(C(=C(N=N2)N[C@H]2CN(CCC2)CC(=O)N2CCC(CC2)O)C)C